1,4-bis(N,N-diallyl-N-(2-hydroxy-3-(diethoxyphosphono)propyl)ammonio)butane 2-(3-benzyl-3-azabicyclo[3.2.1]octan-8-yl)-7-chloro-2,4-dimethylbenzo[d][1,3]dioxole-5-carboxylate C(C1=CC=CC=C1)N1CC2CCC(C1)C2C2(OC1=C(O2)C(=CC(=C1C)C(=O)[O-])Cl)C.C(C=C)[N+](CC(CP(=O)(OOCC)OOCC)O)(CC=C)CCCC[N+](CC=C)(CC=C)CC(CP(=O)(OOCC)OOCC)O.C(C1=CC=CC=C1)N1CC2CCC(C1)C2C2(OC1=C(O2)C(=CC(=C1C)C(=O)[O-])Cl)C